2-propylheptyl thioglycolate C(CS)(=O)OCC(CCCCC)CCC